2-{1-[2-(5-methyl-3-trifluoromethyl-pyrazol-1-yl)-acetyl]-piperidin-4-yl}-thiazole-4-carboxylic acid methyl-(R)-1,2,3,4-tetrahydro-naphthalen-1-yl-amide CN(C(=O)C=1N=C(SC1)C1CCN(CC1)C(CN1N=C(C=C1C)C(F)(F)F)=O)[C@@H]1CCCC2=CC=CC=C12